ON=C(N)C1=NC(=C(C=C1)C(=O)OC)C1=NC2=C(N1C)C=CC(=C2)C(F)(F)F N'-hydroxy-5-methoxycarbonyl-6-[1-methyl-5-(trifluoromethyl)benzimidazol-2-yl]pyridine-2-carboxamidine